cyclopenta(g)-2-benzopyrane C=1OC=CC=2C1C=C1C(C2)=CC=C1